C(C)(C)(C)OC(=O)N1CC(C1)OC1=NC(=NC(=C1)NC1CCC(CC1)(F)F)N1N=C(C=C1)C(=O)OCC ethyl 1-(4-((1-(tert-butoxycarbonyl) azetidin-3-yl)oxy)-6-((4,4-difluorocyclohexyl)amino)pyrimidin-2-yl)-1H-pyrazole-3-carboxylate